NC(C(CO)(C)NC(=O)C1=C(OC2=C1C=C(C=C2)OCC2=CN=C(S2)C)C)=O N-(1-amino-3-hydroxy-2-methyl-1-oxopropan-2-yl)-2-methyl-5-((2-methylthiazol-5-yl)methoxy)benzofuran-3-carboxamide